tert-butyl (2-(5-methylnaphthalen-1-yl)ethyl)carbamate CC1=C2C=CC=C(C2=CC=C1)CCNC(OC(C)(C)C)=O